NC1CCN(CC1)C1=NC=C(C(=N1)C1=CC=C(C#N)C=C1)C=1C=CC2=CN(N=C2C1)C 4-[2-(4-aminopiperidin-1-yl)-5-(2-methylindazol-6-yl)pyrimidin-4-yl]benzonitrile